The molecule is a leukotriene anion that is the conjugate base of 10,11-dihydro-20,20,20-trihydroxyleukotriene B4, obtained by deprotonation of the carboxy group; major species at pH 7.3. It is a conjugate base of a 10,11-dihydro-20,20,20-trihydroxyleukotriene B4. C(CCC(O)(O)O)C/C=C\\C[C@H](CC/C=C/C=C\\[C@H](CCCC(=O)[O-])O)O